O=C1N(CC2=C1N(C=1N(C2=O)N=C(C1)[C@@H]1COCC1)CC(=O)NC1=NC=C(C=C1)F)C(C)C |r| 2-{5,8-dioxo-2-[(±)-oxolan-3-yl]-6-(prop-2-yl)-5,6,7,8-tetrahydro-4H-pyrazolo[1,5-a]pyrrolo[3,4-d]pyrimidin-4-yl}-N-(5-fluoropyridin-2-yl)acetamide